ClC1=C2C(=C(N=N1)Cl)N(N=C2)COCC[Si](C)(C)C 4,7-Dichloro-1-((2-(trimethylsilyl)ethoxy)methyl)-1H-pyrazolo[3,4-d]pyridazin